FC(C1=C(C=C2CCCN(C2=C1)C1=NN(C2=C1CN(CC2)C(C)=O)C2CCC(CC2)OC2CCNCC2)C=2C=NN(C2)C)F 1-[3-[7-(difluoromethyl)-6-(1-methylpyrazol-4-yl)-3,4-dihydro-2H-quinolin-1-yl]-1-[4-(4-piperidyloxy)cyclohexyl]-6,7-dihydro-4H-pyrazolo[4,3-c]pyridin-5-yl]ethanone